5-ethynyl-2-((4-(1-methylpiperidin-4-yl)phenyl)amino)-8-phenylpyrido[2,3-d]pyrimidin-7(8H)-one C(#C)C1=CC(N(C=2N=C(N=CC21)NC2=CC=C(C=C2)C2CCN(CC2)C)C2=CC=CC=C2)=O